dipropyl 2-(3-(trifluoromethyl)phenyl)malonate FC(C=1C=C(C=CC1)C(C(=O)OCCC)C(=O)OCCC)(F)F